NCCNCCNCCN(CCC(=O)O)CC(=O)O N-[2-[[2-[(2-aminoethyl)amino]ethyl]amino]ethyl]-N-(carboxymethyl)-β-Alanine